CN1[C@H]2CN([C@@H](C1)C2)C(=O)OC2=CC=C1C(=CC=NC1=C2)NC2=CN=NC(=C2)C2=C(C=CC(=C2)Cl)F 4-{[6-(5-Chloro-2-Fluorophenyl)Pyridazin-4-Yl]Amino}Quinolin-7-Yl (1R,4R)-5-Methyl-2,5-Diazabicyclo[2.2.1]Heptane-2-Carboxylate